NC=1C=NN(C1)CC(C(=O)NC1=CC(=C(C=C1)C#N)C(F)(F)F)(C)[C@@H](C(=O)[O-])Cl (S)-3-(4-Amino-1H-pyrazol-1-yl)-1-((4-cyano-3-(trifluoromethyl)phenyl)amino)-2-methyl-1-oxopropan-2-yl-2-chloroacetate